CN1CC(C1)C(=O)NC=1C=C(C=C(C1)C(F)(F)F)NC(=O)[N-]C1=C[N+](=NO1)CC1=NC=CC=C1 ((3-(1-Methylazetidine-3-carboxamido)-5-(trifluoromethyl)phenyl)carbamoyl)(3-(pyridin-2-ylmethyl)-1,2,3-oxadiazol-3-ium-5-yl)amide